CC1=NOC(=C1C=1C=C(C=CC1OC[C@@H]1NCCCC1)NC(=O)[C@H]1[C@@H](C1)F)C (1S,2R)-N-(3-(3,5-dimethylisoxazol-4-yl)-4-(((R)-piperidin-2-yl)methoxy)phenyl)-2-fluorocyclopropane-1-carboxamide